N-[2-(1-methylpiperidin-4-yl)ethyl]Urethane CN1CCC(CC1)CCNC(=O)OCC